O1CCN(CC1)S(=O)(=O)C1(CC=C(C=C1)C1=CC=CC=C1)C=1N=NN(C1C(=O)OCC)COCC[Si](C)(C)C Ethyl 4-(4-(morpholinosulfonyl)-[1,1-biphenyl]-4-yl)-1-((2-(trimethylsilyl)ethoxy)methyl)-1H-1,2,3-triazole-5-carboxylate